2-(6-propionylpyridin-2-yl)isoindoline-1,3-dione C(CC)(=O)C1=CC=CC(=N1)N1C(C2=CC=CC=C2C1=O)=O